(8aS,11R)-3-chloro-4-fluoro-11-(hydroxymethyl)-10-(4-methoxybenzyl)-9,10,11,12-tetrahydro-7H-pyrazino[1',2':4,5]pyrazino[2,3-c][1,6]naphthyridin-8(8aH)-one ClC1=NC=C2C3=C(C=NC2=C1F)NC([C@H]1N3C[C@@H](N(C1)CC1=CC=C(C=C1)OC)CO)=O